C(C)C=1C(=NC(=NC1)NC(CCCCCCC)=O)O N-(5-Ethyl-4-Hydroxypyrimidin-2-Yl)Octanamide